C(C)NS(NC1[C@H]2CC(C[C@@H]12)(O)C1=C2C=NNC2=CC(=C1)Cl)(=O)=O N'-ethyl-N-((1R,3r,5S,6r)-3-(6-chloro-1H-indazol-4-yl)-3-hydroxybicyclo[3.1.0]hexan-6-yl)sulfuric diamide